NCC1CCC(CC1)CNC(=N)C=1C=C2CCCOC2=CC1 (R)-6-(N-(((1s,4S)-4-(aminomethyl)cyclohexyl)methyl)carbamimidoyl)chroman